5-bromo-3-tert-butyl-N-(4-cyanophenyl)-2-hydroxy-benzamide BrC=1C=C(C(=C(C(=O)NC2=CC=C(C=C2)C#N)C1)O)C(C)(C)C